(±)-trans-isopropyl 2-(3-((6-(5-(bromomethyl)-1-methyl-1H-1,2,3-triazol-4-yl)-2-methylpyridin-3-yl)oxy)cyclopentyl)acetate BrCC1=C(N=NN1C)C1=CC=C(C(=N1)C)O[C@@H]1C[C@H](CC1)CC(=O)OC(C)C |r|